(3-(((4-(4-((7-oxo-7H-furo[3,2-g]chromen-4-yl)oxy)butoxy)phenoxy)carbonyl)amino)propyl)triphenylphosphonium iodide [I-].O=C1OC2=CC3=C(C(=C2C=C1)OCCCCOC1=CC=C(OC(=O)NCCC[P+](C2=CC=CC=C2)(C2=CC=CC=C2)C2=CC=CC=C2)C=C1)C=CO3